[Cl-].C(CCCCCCCCCCCCCCCCCCCCC)[NH+](C)C behenyldimethyl-ammonium chloride